C1(CC1)C1=C(C=2C=NC(=C(C2N1)C1=NC2=C(N1)C=C(C(=C2C)N2CCOCC2)C)OC)C#N 2-cyclopropyl-7-(4,6-dimethyl-5-morpholino-1H-benzo[d]imidazol-2-yl)-6-methoxy-1H-pyrrolo[3,2-c]pyridine-3-carbonitrile